C(C)OC(=C)C1=NC=C(C=N1)OCCCC(=O)OC(C)(C)C tert-Butyl 4-((2-(1-ethoxyvinyl)pyrimidin-5-yl)oxy)butanoate